CC1(CN(CCO1)C1=CC(=C(C(=N1)N1C(N(C=C1)CC=1C=NN(C1)C(C)C)=O)F)C(F)(F)F)C 1-[6-(2,2-dimethylmorpholin-4-yl)-3-fluoro-4-(trifluoromethyl)pyridin-2-yl]-3-{[1-(propan-2-yl)-1H-pyrazol-4-yl]methyl}-1,3-dihydro-2H-imidazol-2-one